tert-butyl (2-(sulfamoylmethyl)pyrimidin-5-yl)carbamate S(N)(=O)(=O)CC1=NC=C(C=N1)NC(OC(C)(C)C)=O